FC=1C(=NC=C(C1)F)CNC(=O)C1=CN=C(S1)N1CCC(CC1)N1C[C@@H](CCC1)OCC N-[(3,5-difluoropyridin-2-yl)methyl]-2-((3R)-3-ethoxy[1,4'-bipiperidin]-1'-yl)-1,3-thiazole-5-carboxamide